CC=1C(=NC=C(C1)NC(C(N1C[C@H]2CC[C@@H]([C@@H]1C1=CC=CC=C1)C2)=O)=O)NC(OC(C)(C)C)=O tert-Butyl N-[3-methyl-5-[[2-oxo-2-[(1S,4R,5R)-4-phenyl-3-azabicyclo[3.2.1]octan-3-yl]acetyl] amino]-2-pyridyl]carbamate